CC=1N=C(SC1N1CCNCC1)C1=NNC(=C1CC(F)(F)F)C=1C=C(C=2N(C1)N=CN2)C 4-methyl-2-(5-(8-methyl-[1,2,4]triazolo[1,5-a]pyridin-6-yl)-4-(2,2,2-trifluoroethyl)-1H-pyrazol-3-yl)-5-(piperazin-1-yl)thiazole